C(#N)C1CC2(C1)C[C@H](N(CC2)CC2=C1C=CNC1=C(C=C2OC)C)C2=CC=C(C(=O)NCC1=CC=NN1C)C=C2 4-((2R,4r,6S)-2-cyano-7-((5-methoxy-7-methyl-1H-indol-4-yl)methyl)-7-azaspiro[3.5]nonan-6-yl)-N-((1-methyl-1H-pyrazol-5-yl)methyl)benzamide